(6-(3-(3-chloro-4-methoxyphenylsulphonamido)-2,6-difluorophenyl)quinazolin-2-yl)pivalamide ClC=1C=C(C=CC1OC)S(=O)(=O)NC=1C(=C(C(=CC1)F)C=1C=C2C=NC(=NC2=CC1)CC(C(=O)N)(C)C)F